4-cyanotryptophan C(#N)C=1C=CC=C2NC=C(C[C@H](N)C(=O)O)C12